3-(3,4-dihydroxyphenyl)acrylamide methyl-2-{1-[2,6-dichloro-4-(1,1,1,2,3,3,3-heptafluoropropan-2-yl)phenyl]-1H-pyrazole-4-yl}-1,3-thiazole-4-carboxylate COC(=O)C=1N=C(SC1)C=1C=NN(C1)C1=C(C=C(C=C1Cl)C(C(F)(F)F)(C(F)(F)F)F)Cl.OC=1C=C(C=CC1O)C=CC(=O)N